FC1=CC=C(CN2CCCCC3=C2C=C(C(=C3C)NC(CC3(CC3)C)=O)C)C=C1 N-(1-(4-fluorobenzyl)-6,8-dimethyl-2,3,4,5-tetrahydro-1H-benzazepine-7-yl)-2-(1-methylcyclopropyl)acetamide